C(CC(C)CCC=C(C)C)\C(=C(/C(=O)[O-])\C)\C Citronellylmethylcrotonat